S1C=NC=C1C(CO)O (Thiazol-5-yl)ethane-1,2-diol